4'-acetamido-4-chloro-4''-sulfamoyl-[1,1':3',1''-terphenyl]-5'-carboxamide C(C)(=O)NC1=C(C=C(C=C1C(=O)N)C1=CC=C(C=C1)Cl)C1=CC=C(C=C1)S(N)(=O)=O